C(CCCCC)OC=1C(=O)OCC1 hexoxybutenolide